5-(4-fluorophenyl)-6-isopropyl-1-tetrahydropyran-2-yl-pyrazolo[4,3-g]Isoquinoline (trifluoroacetate) FC(C(=O)O)(F)F.FC1=CC=C(C=C1)C1=C(N=CC2=CC3=C(C=C12)C=NN3C3OCCCC3)C(C)C